(2,3,4-trimethyl-5,7-dihydro-6H-pyrrolo[3,4-b]pyridin-6-yl)ethanone CC1=C(C(=C2C(=N1)CN(C2)C(C)=O)C)C